P(O)(=O)(OP(=O)(O)OP(=O)(O)O)OC[C@@H]1[C@H](C[C@@H](O1)N1C(=O)N=C(N)C=C1)OCC=C 3'-O-allyl-deoxycytidine-5'-triphosphate